2,2-difluorospiro[2.3]hexan FC1(CC12CCC2)F